FC=1C=C(C(=O)N(C)CCO)C=CC1 3-fluoro-N-(2-hydroxyethyl)-N-methyl-benzamide